2-benzyl 1-(tert-butyl) (S)-4-methylenepiperidine-1,2-dicarboxylate C=C1C[C@H](N(CC1)C(=O)OC(C)(C)C)C(=O)OCC1=CC=CC=C1